CC1=NC(=CC(=N1)NC1=CC2=C(C=N1)C(NN2C2=CC(=CC=C2)OC2COC2)=O)C 6-((2,6-dimethylpyrimidin-4-yl)amino)-1-(3-(oxetan-3-yloxy)phenyl)-1,2-dihydro-3H-pyrazolo[4,3-c]pyridin-3-one